CN1N=C(C2=CC=C(C=C12)C1CCN(CC1)CC1=CC(=CC=C1)S(=O)(=O)N1CCC(CC1)NC1=NC=C(C=N1)C=C)N1C(NC(CC1)=O)=O 1-(1-methyl-6-(1-(3-((4-((5-vinylpyrimidin-2-yl)amino)piperidin-1-yl)sulfonyl)-benzyl)piperidin-4-yl)-1H-indazol-3-yl)dihydropyrimidine-2,4(1H,3H)-dione